7-(2-bromo-6-trifluoromethyl-benzyl)-2-cyclopropyl-5-[1-(2-fluoro-6-methyl-phenyl)-piperidin-4-yl]-2,4,5,7-tetrahydro-pyrazolo[3,4-d]pyrimidin-6-one BrC1=C(CN2C(N(CC=3C2=NN(C3)C3CC3)C3CCN(CC3)C3=C(C=CC=C3C)F)=O)C(=CC=C1)C(F)(F)F